The molecule is an extended flavonoid that is 6,7-methylenedioxyflavanone substituted by methoxy groups at positions 5 and 2' respectively. It is a dimethoxyflavanone, an extended flavonoid and an organic heterotricyclic compound. COC1=CC=CC=C1[C@@H]2CC(=O)C3=C(C4=C(C=C3O2)OCO4)OC